2-azaspiro[3.3]Heptane-6-carboxamide C1NCC12CC(C2)C(=O)N